FC1=CC=2C3=C(C(N(C2N=C1C1=C(C=CC=C1OC)F)C=1C(=NC=CC1C)C(C)C)=O)OC[C@@H]1N3C[C@H](NC1)C (2R,4aR)-11-fluoro-10-(2-fluoro-6-methoxyphenyl)-8-(2-isopropyl-4-methylpyridin-3-yl)-2-methyl-1,2,3,4,4a,5-hexahydropyrazino[1',2':4,5][1,4]oxazino[2,3-c][1,8]naphthyridin-7(8H)-one